2-(4-amino-6-methoxy-9H-pyrimido[4,5-b]indol-9-yl)acetic acid NC1=NC=NC=2N(C3=CC=C(C=C3C21)OC)CC(=O)O